(S)-1-(7-(piperidine-1-carbonyl)-4-((1-(3,4,5-trimethoxyphenyl)-1H-imidazol-4-yl)amino)pyrrolo[2,1-f][1,2,4]triazin-2-yl)pyrrolidine-2-carboxamide N1(CCCCC1)C(=O)C1=CC=C2C(=NC(=NN21)N2[C@@H](CCC2)C(=O)N)NC=2N=CN(C2)C2=CC(=C(C(=C2)OC)OC)OC